C(#N)C1=CC=C(C=C1)NC([C@H](N)C)=O N-(4-cyanophenyl)-D-alaninamide